5-(tert-butyl)-N-(2-methyl-4-(6-(oxetan-3-yl)pyrrolo[2,1-f][1,2,4]triazin-4-yl)benzyl)-1,2,4-oxadiazole-3-carboxamide trifluoroacetate FC(C(=O)O)(F)F.C(C)(C)(C)C1=NC(=NO1)C(=O)NCC1=C(C=C(C=C1)C1=NC=NN2C1=CC(=C2)C2COC2)C